methyl 5-benzyl-3-((1-isopropyl-1H-indazole-3-carboxamido)methyl)-4,5-dihydroisoxazole-5-carboxylate C(C1=CC=CC=C1)C1(CC(=NO1)CNC(=O)C1=NN(C2=CC=CC=C12)C(C)C)C(=O)OC